C(C)(C)(C)[C@]1(N(CCC1)C(=O)[O-])C=O (S)-tert-butylformylpyrrolidine-1-carboxylate